ClC1=C(N(C(C2=C(C=CC=C12)C=1C=NC(=NC1)C(C)(C)OCC)=O)C1=CC=CC=C1)[C@H](C)NC=1C2=C(N=CN1)NC=CC2=O (S)-4-((1-(4-chloro-8-(2-(2-ethoxypropan-2-yl)pyrimidin-5-yl)-1-oxo-2-phenyl-1,2-dihydroisoquinolin-3-yl)ethyl)amino)pyrido[2,3-d]pyrimidin-5(8H)-one